5-(4-(ethylsulfonamido)phenyl)-3-((2-(2-methoxyethoxy)pyridin-4-yl)amino)-1H-pyrazole-4-carboxamide C(C)S(=O)(=O)NC1=CC=C(C=C1)C1=C(C(=NN1)NC1=CC(=NC=C1)OCCOC)C(=O)N